(R)-but-3-yn-2-ylcarbamic acid tert-butyl ester C(C)(C)(C)OC(N[C@H](C)C#C)=O